7-ethoxy-N-(4-(ethylsulfonyl)benzyl)-10-methyl-10H-phenothiazine-2-carboxamide C(C)OC=1C=C2SC=3C=CC(=CC3N(C2=CC1)C)C(=O)NCC1=CC=C(C=C1)S(=O)(=O)CC